FC1(CCC2=C1N=C(N=C2C2=CC=C1C(CCOC1=C2)NS(=O)(=O)C)N2[C@H]([C@@H](C2)O)C)F N-(7-(7,7-difluoro-2-((2S,3R)-3-hydroxy-2-methylazetidin-1-yl)-6,7-dihydro-5H-cyclopenta[d]pyrimidin-4-yl)chroman-4-yl)methanesulfonamide